3-(6-bromo-5-((4-(4-((9-cyclopentyl-8-(phenylamino)-9H-purin-2-yl)amino)phenyl)piperazin-1-yl)methyl)-1-oxoisoindolin-2-yl)piperidine-2,6-dione BrC1=C(C=C2CN(C(C2=C1)=O)C1C(NC(CC1)=O)=O)CN1CCN(CC1)C1=CC=C(C=C1)NC1=NC=C2N=C(N(C2=N1)C1CCCC1)NC1=CC=CC=C1